C1(=CC=CC=C1)NC(=O)C1=CC2=C(NC(=N2)C2=CC=C(C=C2)NC(=O)C=2N(C=CC2)C)C=C1 2-{4-[(1-methyl-1H-pyrrole-2-carbonyl)-amino]-phenyl}-1H-benzimidazole-5-carboxylic acid phenylamide